Tetrabutylammonium oct-3-en-6-ylsulfate CCC=CCC(CC)OS(=O)(=O)[O-].C(CCC)[N+](CCCC)(CCCC)CCCC